bis(di-tert-butyl-(4-dimethylaminophenyl)phosphine) dichloride [Cl-].[Cl-].C(C)(C)(C)P(C1=CC=C(C=C1)N(C)C)C(C)(C)C.C(C)(C)(C)P(C1=CC=C(C=C1)N(C)C)C(C)(C)C